N-((3aR,4R,7S,7aR)-4-(hydroxymethyl)-2,2-dimethyltetrahydro-4H-[1,3]dioxolo[4,5-c]pyran-7-yl)acetamide OC[C@H]1OC[C@@H]([C@@H]2[C@H]1OC(O2)(C)C)NC(C)=O